CC1(CCC(CC1)C1=CC=C(C=C1)NC1CCS(CC1)(=O)=O)C 4-((4-(4,4-dimethylcyclohexyl)phenyl)amino)tetrahydro-2H-thiopyran 1,1-dioxide